[1,4]Dioxolane O1CCOC1